3-(3-Methyl-2-oxo-4-(3-(piperidin-4-yloxy)prop-1-yn-1-yl)-2,3-dihydro-1H-benzo[d]imidazole-1-yl)piperidine-2,6-dione CN1C(N(C2=C1C(=CC=C2)C#CCOC2CCNCC2)C2C(NC(CC2)=O)=O)=O